ethyl acetoacetate (ethyl acetoacetate) C(C)CC(CC(=O)O)=O.C(CC(=O)C)(=O)OCC